CC=1C(=C(C=C(C1)C(F)(F)F)O)C1=CC2=C(N=N1)N(CC2)CC2CCOCC2 3-methyl-2-(7-((tetrahydro-2H-pyran-4-yl)methyl)-6,7-dihydro-5H-pyrrolo[2,3-c]pyridazin-3-yl)-5-(trifluoromethyl)phenol